C1=NC=C(C2=CC=CC=C12)N1C(N(C[C@H]1C#N)[C@H]1CN(CC1)CCC(F)(F)F)=O (S)-3-(isoquinolin-4-yl)-2-oxo-1-((R)-1-(3,3,3-trifluoropropyl)pyrrolidin-3-yl)imidazolidine-4-carbonitrile